F[C@H]1CN(C[C@H]1F)C1CCC(CC1)N1C(NC2=C1C=C(C(=C2)C=2C=C(C=1N(C2)N=CN1)OC)C(C)C)=O 1-(4-((3S,4R)-3,4-Difluoropyrrolidin-1-yl)cyclohexyl)-6-isopropyl-5-(8-methoxy-[1,2,4]triazolo[1,5-a]pyridin-6-yl)-1,3-dihydro-2H-benzo[d]imidazol-2-on